((6-((4-(tert-butyldiphenylsilyloxy)-butyl)amino)undecane-1,11-diyl)bis(sulfanediyl))bis-(octane-1,2-diyl) bis(3-cyclohexylpropan-oate) C1(CCCCC1)CCC(=O)OC(CSCCCCCC(CCCCCSCC(CCCCCC)OC(CCC1CCCCC1)=O)NCCCCO[Si](C1=CC=CC=C1)(C1=CC=CC=C1)C(C)(C)C)CCCCCC